5-tolyl-2-norbornene C1(=C(C=CC=C1)C1C2C=CC(C1)C2)C